(2S)-(5-amino-1,3,4-thiadiazol-2-ylsulfanyl)-N-{[4-(3-chlorobenzyl)morpholin-2-yl]methyl}acetamide NC1=NN=C(S1)SCC(=O)NC[C@H]1CN(CCO1)CC1=CC(=CC=C1)Cl